2-(((((9H-fluoren-9-yl)methoxy)carbonyl)amino)-3-methylbutanoylamino)propionic acid C1=CC=CC=2C3=CC=CC=C3C(C12)COC(=O)NN(C(C(=O)O)C)C(CC(C)C)=O